CC(=O)N[C@@H]1[C@H]([C@@H]([C@H](O[C@H]1O)CO)O[C@H]2[C@@H]([C@H]([C@H]([C@H](O2)CO)O)O[C@@]3(C[C@@H]([C@H]([C@@H](O3)[C@@H]([C@@H](CO)O)O)NC(=O)CO)O)C(=O)O)O)O The molecule is a linear amino trisaccharide comprising an alpha-N-glycoloylneuraminyl residue (2->3)-linked to a beta-D-galactosyl residue, which is in turn linked (1->4) to N-acetyl-beta-D-glucosamine. It has a role as an epitope. It is an amino trisaccharide and a glucosamine oligosaccharide.